4b,5-dihydroxy-4-methoxy-7-phenyl-7a-(4-(trifluoromethyl)phenyl)-4b,6,7,7a-tetrahydro-5H-cyclopenta[4,5]furo[2,3-c]pyridine-6-carboxylic acid OC12C(OC=3C=NC=C(C31)OC)(C(C(C2O)C(=O)O)C2=CC=CC=C2)C2=CC=C(C=C2)C(F)(F)F